FC1=C(C(=CC=C1)C)CC(N)=N 2-(2-fluoro-6-methylphenyl)acetimidamide